(R)-2-(1-allyl-6-(1-(2-(3-vinylphenyl)acetamido)ethyl)-1H-pyrrolo[2,3-b]pyridin-2-yl)-7-methoxy-1-methyl-1H-benzo[d]imidazole-5-carboxylic acid methyl ester COC(=O)C1=CC2=C(N(C(=N2)C2=CC=3C(=NC(=CC3)[C@@H](C)NC(CC3=CC(=CC=C3)C=C)=O)N2CC=C)C)C(=C1)OC